C(C)OC(=O)C=1[C@]2(C3=C(N(C1N)C1=CC=CC=C1)C(N(C3=O)CC(C)C)=O)C(N(C3=CC=CC=C32)CC3=CC=CC=C3)=O (S)-Ethyl-2'-amino-6'-isobutyl-1-benzyl-2,5',7'-trioxo-1'-phenyl-1',5',6',7'-tetrahydrospiro[indoline-3,4'-pyrrolo[3,4-b]-pyridine]-3'-carboxylate